N-(4-(pyridin-2-yl)thiazol-2-yl)-4-(N-m-tolylsulfamoyl)benzamide N1=C(C=CC=C1)C=1N=C(SC1)NC(C1=CC=C(C=C1)S(NC=1C=C(C=CC1)C)(=O)=O)=O